(±)-trans-N-[8-chloro-6-(4-methylisothiazol-3-yl)-3-isoquinolyl]-2-cyano-cyclopropanecarboxamide ClC=1C=C(C=C2C=C(N=CC12)NC(=O)[C@H]1[C@@H](C1)C#N)C1=NSC=C1C |r|